CN1C(NC2=C1C=C(C=C2)[C@@H]2CN(CC2)C(=O)OC(C)(C)C)=O tert-butyl (3R)-3-(3-methyl-2-oxo-1H-benzimidazol-5-yl)pyrrolidine-1-carboxylate